(R)-6-bromo-N-(1-(3-(difluoromethyl)-2-methylphenyl)ethyl)-2-methylquinazolin-4-amine BrC=1C=C2C(=NC(=NC2=CC1)C)N[C@H](C)C1=C(C(=CC=C1)C(F)F)C